para-Nitrophenyl Phosphate P(=O)(OC1=CC=C(C=C1)[N+](=O)[O-])([O-])[O-]